FC1=CC=C(C=C1)/C(=C/COC1=CC(=C(OCC(=O)OC)C=C1)C)/C1=CC=C(C=C1)C#CC1=NC=CC=C1 methyl (E)-[4-[3-(4-fluorophenyl)-3-[4-[(pyridin-2-yl)ethynyl]phenyl]allyloxy]-2-methylphenoxy]acetate